C(C)(C)(C)OC(=O)N1[C@@H](CN(C[C@@H]1C)C1=C2C=NC(=NC2=C(C=C1)C(=O)O)OC)C 5-[(3R,5S)-4-(tert-butoxycarbonyl)-3,5-dimethylpiperazin-1-yl]-2-methoxyquinazoline-8-carboxylic acid